6-[5-({1-[(2E)-2-(aminomethyl)-3-fluoroprop-2-en-1-yl]-5-oxo-1,5-dihydro-4H-1,2,4-triazol-4-yl}methyl)thiophen-2-yl]-7-fluoro-3,4-dihydro-quinolin-2(1H)-one NC/C(/CN1N=CN(C1=O)CC1=CC=C(S1)C=1C=C2CCC(NC2=CC1F)=O)=C\F